4-tert-butyl-1-methyl-(1r,2s,4r)-2-methylcyclohexane-1,4-dicarboxylic acid C(C)(C)(C)[C@@]1(C[C@@H]([C@@](CC1)(C(=O)O)C)C)C(=O)O